OC(C(=O)O)C1=CC=CC=C1 Monohydroxyphenylacetic acid